C(\C(\C)=C\C)(=O)[O-] tigloate